N-[4-(benzyloxy)-3-hydroxybutyl]-2-chloroacetamide C(C1=CC=CC=C1)OCC(CCNC(CCl)=O)O